CC1=C(C=2C=NN(C2C=C1)C1OCCCC1)N 5-methyl-1-(tetrahydro-2H-pyran-2-yl)-1H-indazole-4-amine